1,1,2,3,4-pentafluoro-2-butene FC(C(=C(CF)F)F)F